CN(CCC=1C=CC=C2C=CC=C(C12)O)CC 8-(2-(methyl-(ethyl)amino)ethyl)naphthalen-1-ol